COC=1C=CC=2C3=C(C=NC2N1)N=CN=C3N3CCN(CCC3)C(=O)OC(C)(C)C tert-butyl 4-(8-methoxypyrimido[4,5-c][1,8]naphthyridin-1-yl)-1,4-diazepane-1-carboxylate